[(5-Chloro-3-oxido-1H-benzotriazol-1-yl)-4-morpholinylmethylene]-N-methylmethanaminium hexafluorophosphate F[P-](F)(F)(F)(F)F.ClC1=CC2=C(N(N=[N+]2[O-])C(N2CCOCC2)=C[NH2+]C)C=C1